C12C(CC(CC1)OC=C)O2 4-epoxycyclohexylvinyl ether